N-(3,3-difluorocyclobutyl)-5-(2-methylbenzo[d]thiazol-6-yl)-7H-pyrrolo[2,3-d]pyrimidin-2-amine FC1(CC(C1)NC=1N=CC2=C(N1)NC=C2C2=CC1=C(N=C(S1)C)C=C2)F